CC(C)(C)OC=CC1=CC=CC=C1 t-butoxystyrene